5-bromo-6-methoxy-4,8-dimethyl-3-(trifluoromethyl)quinolin-2(1H)-one BrC1=C2C(=C(C(NC2=C(C=C1OC)C)=O)C(F)(F)F)C